8-methoxy-2-(6-methoxypyridin-3-yl)chroman COC=1C=CC=C2CCC(OC12)C=1C=NC(=CC1)OC